(6aR)-4-chloro-3-(2-fluoro-6-hydroxyphenyl)-1-((2S,3R)-3-methoxy-2-methylpyrrolidin-1-yl)-7,8,9,10-tetrahydro-6H-pyrazino[2,1-c]Pyrido[3,4-f][1,4]Oxazepin-12-one ClC1=C(N=C(C=2C(N3[C@@H](COC21)CNCC3)=O)N3[C@H]([C@@H](CC3)OC)C)C3=C(C=CC=C3O)F